C(C)(=O)O[C@@H]1[C@@H](O[C@@H]([C@H]([C@@H]1OC(C)=O)N=[N+]=[N-])OCCCC#C)COC(C)=O (2S,3S,4S,5S,6S)-2-(acetoxymethyl)-5-azido-6-(pent-4-yn-1-yloxy)tetrahydro-2H-pyran-3,4-diyl diacetate